C(C)C1C[C@H](NC1=O)COC1=NC=CC2=CC(=C(C=C12)OC(C)C)C(=O)N 1-{[(2S)-4-ethyl-5-oxopyrrolidin-2-yl]methoxy}-7-(propan-2-yloxy)isoquinoline-6-carboxamide